5-(3-((1-methylpiperidin-4-yl)oxy)quinoxalin-6-yl)-N-(2,2,2-trifluoroethyl)-7H-pyrrolo[2,3-d]pyrimidin-2-amine CN1CCC(CC1)OC=1C=NC2=CC=C(C=C2N1)C1=CNC=2N=C(N=CC21)NCC(F)(F)F